(4'-(6-chloro-2-(((3r,5s,6r)-5-hydroxy-6-(hydroxymethyl)tetrahydro-2H-pyran-3-yl)oxy)-1H-imidazo[4,5-b]pyridin-5-yl)-[1,1'-biphenyl]-4-yl)phosphonic acid ClC=1C=C2C(=NC1C1=CC=C(C=C1)C1=CC=C(C=C1)P(O)(O)=O)N=C(N2)O[C@H]2CO[C@@H]([C@H](C2)O)CO